CC(C)OCCN(CCC(C(=O)O)NC(CC(F)(F)F)=O)CCCCC1=NC=2NCCCC2C=C1 4-[2-(1-methylethoxy)ethyl-[4-(5,6,7,8-tetrahydro-1,8-naphthyridin-2-yl)butyl]amino]-2-[3,3,3-tris(fluoranyl)propanoylamino]butanoic acid